[Na+].C(O)NCC(=O)[O-] methylolglycine sodium salt